nitric acid tin [Sn].[N+](=O)(O)[O-]